C1(CC1)CN(C=1C(=CC2=C(OCO2)C1)SC=1N(C2=C(C(=NC=C2)N)N1)CCNCC(C)(C)C)C 2-((6-((cyclopropylmethyl)(methyl)amino)benzo[d][1,3]dioxol-5-yl)thio)-1-(2-(neopentylamino)ethyl)-1H-imidazo[4,5-c]pyridin-4-amine